6-methyl-5-(methylsulfonyl)nicotinamide CC1=NC=C(C(=O)N)C=C1S(=O)(=O)C